2-naphthyl-1,3-dimethyl-1,3,2-diazaphospholane-2-oxide C1=C(C=CC2=CC=CC=C12)P1(N(CCN1C)C)=O